3a-(((5-methyl-2-oxo-1,3-dioxol-4-yl)methoxy)amino)-3-phenyl-3aH-furo[2,3-c]pyrazol-5(4H)-one CC1=C(OC(O1)=O)CONC12C(=NN=C1C1=CC=CC=C1)OC(C2)=O